2,3-Difluoro-5-(5-(3-methoxy-pyrrolidin-1-yl)-1H-indazol-1-yl)phenol FC1=C(C=C(C=C1F)N1N=CC2=CC(=CC=C12)N1CC(CC1)OC)O